C(C)(C)(C)N1CCC2(CC1)CC1=C(N=CS1)[C@H]2N[S@](=O)C(C)(C)C tert-butyl-(4S)-4-((R)-tertbutylsulfinylamino)spiro[4,6-dihydrocyclopenta[d]thiazole-5,4'-piperidine]